(4-carbamoyl-cyclohexyl)-1-(1-(2-fluoro-acryl)azetidin-3-yl)-3-(4-(trifluoromethyl)phenyl)-1H-pyrazolo[4,3-b]pyridine-7-carboxamide C(N)(=O)C1CCC(CC1)C1=CC(=C2C(=N1)C(=NN2C2CN(C2)C(=O)C(=C)F)C2=CC=C(C=C2)C(F)(F)F)C(=O)N